NC=1C(=CC(=C(OCCCC(=O)OC)C1)OCOCC[Si](C)(C)C)C(=O)N1[C@@H](CCCC1)CO methyl (S)-4-(5-amino-4-(2-(hydroxymethyl)piperidine-1-carbonyl)-2-((2-(trimethylsilyl)ethoxy)methoxy)phenoxy)butanoate